trans-1-(4-methoxyphenyl)propylene oxide COC1=CC=C(C=C1)C1C(C)O1